4-oxo-1,2,3-benzotriazin O=C1NN=NC2=C1C=CC=C2